FC1=CC=C(C=C1)C1=C(N(C=N1)C(C)C)C=1NC=C(N1)C(=O)NC1=NC=C(C=C1)C1CCOCC1 5'-(4-fluorophenyl)-3'-isopropyl-N-(5-(tetrahydro-2H-pyran-4-yl)pyridin-2-yl)-1H,3'H-[2,4'-biimidazole]-4-carboxamide